C(CCCCC)NCCCCCCS(=O)(=O)O 6-(hexylamino)hexanesulfonic acid